N-((1r,4r)-4-aminocyclohexyl)-4-(3-(4-chloro-2,6-dimethylphenoxy)-5-methylphenyl)-6-methyl-7-oxo-6,7-dihydro-1H-pyrrolo[2,3-c]pyridine-2-carboxamide NC1CCC(CC1)NC(=O)C1=CC2=C(C(N(C=C2C2=CC(=CC(=C2)C)OC2=C(C=C(C=C2C)Cl)C)C)=O)N1